rac-(2R,3S)-3-(3,4-difluoro-2-methoxyphenyl)-5-(1-methyl-1H-pyrazol-4-yl)-5-(trifluoromethyl)tetrahydrothiophene-2-carboxylic acid FC=1C(=C(C=CC1F)[C@H]1[C@@H](SC(C1)(C(F)(F)F)C=1C=NN(C1)C)C(=O)O)OC |r|